(Z)-5-(benzo[d]thiazol-6-ylmethylene)-2-(methyl-(4-nitrophenyl)amino)-3,5-dihydro-4H-imidazol-4-one S1C=NC2=C1C=C(C=C2)\C=C/2\C(NC(=N2)N(C2=CC=C(C=C2)[N+](=O)[O-])C)=O